ClC=1C=C2C=C(NC2=C(C1F)F)C(=O)N([C@@H]1CNCC1)C (S)-5-chloro-6,7-difluoro-N-methyl-N-(pyrrolidin-3-yl)-1H-indole-2-carboxamide